C1(CCCC1)N1C=NC(=C1C=1C=CC=2N(C1)C(=CN2)C(=O)N)C2=CC=C(C=C2)F 6-(1-cyclopentyl-4-(4-fluorophenyl)-1H-imidazol-5-yl)imidazo[1,2-a]pyridine-3-carboxamide